methyl (3-benzhydryl-5-bromo-2,6-dioxo-3,6-dihydro-2H-pyrimidin-1-yl)-acetate C(C1=CC=CC=C1)(C1=CC=CC=C1)N1C(N(C(C(=C1)Br)=O)CC(=O)OC)=O